Cl.ClC=1C=C(C(=C(C1)O)C1=CC2=C(N=N1)N(C=C2)C(=O)N2CCN(CC2)C)C 5-Chloro-3-methyl-2-[7-(4-methylpiperazine-1-carbonyl)-7H-pyrrolo[2,3-c]pyridazin-3-yl]phenol hydrochloride